3-(3-aminophenyl)propionic acid NC=1C=C(C=CC1)CCC(=O)O